FC1(CCC(=CC1)C1=C(C=C(C(=C1)[N+](=O)[O-])OC)N1CCC(CC1)N1CCN(CC1)C(=O)OC(C)(C)C)F tert-butyl 4-(1-(4',4'-difluoro-4-methoxy-5-nitro-2',3',4',5'-tetrahydro-[1,1'-biphenyl]-2-yl)piperidin-4-yl)piperazine-1-carboxylate